C(C)OC=1C=C(C=CC1)C1=C(C=C(C=O)C=C1)C 4-(3-ethoxyphenyl)-3-methylbenzaldehyde